CNS(OC1=C(C(=CC=C1)CC=1C(OC2=CC(=CC=C2C1C)OC1=NC=CC=C1F)=O)F)(=O)=O [2-fluoro-3-[[7-[(3-fluoro-2-pyridyl)oxy]-4-methyl-2-oxo-chromen-3-yl]methyl]phenyl] N-methylsulfamate